[AlH]1OCCCC1 Alumoxan